N1=C(C=CC=2CCCNC12)CC[C@@H]1C[C@H](C1)N[C@@H](CCO)C(=O)O (trans-3-(2-(5,6,7,8-tetrahydro-1,8-naphthyridin-2-yl)ethyl)cyclobutyl)homoserine